1-(2,2-difluorocyclobutyl)-4-fluorobenzene FC1(C(CC1)C1=CC=C(C=C1)F)F